S(=O)(=O)(C)C1=C(C=O)C=CC=C1 2-mesyl-benzaldehyde